2'-chloro-N-((R)-6-((R)-3-hydroxypyrrolidine-1-carbonyl)-4,5,6,7-tetrahydrobenzo[d]thiazol-2-yl)-5'-methoxy-6-methyl-[4,4'-bipyridine]-3-carboxamide ClC1=NC=C(C(=C1)C1=C(C=NC(=C1)C)C(=O)NC=1SC2=C(N1)CC[C@H](C2)C(=O)N2C[C@@H](CC2)O)OC